ClC1=C(C=CC=C1OCCCN1CC(CC1)C(=O)O)C=1C=C(NN2SC3=C(C2)C=CC=C3)C=CC1 N-(3-(2-chloro-3-(3-(3-carboxypyrrolidin-1-yl)propoxy)phenyl)anilino)benzisothiazole